bis-(2-nitroethyl) ether [N+](=O)([O-])CCOCC[N+](=O)[O-]